6-Bromo-1,1,2,2,3,3-hexafluoro-1H,2H,3H-cyclopenta[l]phenanthren BrC=1C=CC=2C3=C(C4=CC=CC=C4C2C1)C(C(C3(F)F)(F)F)(F)F